(1S,2S)-N-(7-chloro-6-(1-((3S,4S)-4-hydroxy-3-methyltetrahydrofuran-3-yl)piperidin-4-yl)isoquinolin-3-yl)-2-(furan-2-yl)cyclopropane-1-carboxamide ClC1=C(C=C2C=C(N=CC2=C1)NC(=O)[C@@H]1[C@H](C1)C=1OC=CC1)C1CCN(CC1)[C@]1(COC[C@H]1O)C